N=1N(N=CC1)C1=CC(=CN=N1)OC1=CC=C(C=C1)C(C)(C)C1=CC=C(OC2CC(C2)NC(OC(C)(C)C)=O)C=C1 tert-butyl ((1r,3r)-3-(4-(2-(4-((6-(2H-1,2,3-triazol-2-yl)pyridazine-4-yl)oxy)phenyl)propan-2-yl) phenoxy)cyclobutyl)carbamate